2-[[1-(trifluoromethyl)cyclopropyl]methoxy]pyrimidine-5-carboxylic acid FC(C1(CC1)COC1=NC=C(C=N1)C(=O)O)(F)F